C=O trans-formaldehyde